2-methyl-7H-pyrrolo[2,3-d]pyrimidin CC=1N=CC2=C(N1)NC=C2